3-(2,6-Difluorophenyl)-1-((4-(2-methyl-1-morpholino-1-oxopropan-2-yl)phenyl)amino)imidazo[1,5-a]pyrazin-8(7H)-one hydrochloride Cl.FC1=C(C(=CC=C1)F)C1=NC(=C2N1C=CNC2=O)NC2=CC=C(C=C2)C(C(=O)N2CCOCC2)(C)C